OC1=C(C=CC(=C1)C(F)(F)F)C1=NN(C(=N1)C1=C(C=CC=C1)O)C1=C(C(=O)C2=CC=CC=C2)C=CC(=C1)C (3-(2-hydroxy-4-(trifluoromethyl)phenyl)-5-(2-hydroxyphenyl)-1H-1,2,4-triazole-1-yl)-4-methyl-benzophenone